Trimethyl-[2-[(4-phenylimidazol-1-yl)methoxy]ethyl]silane C[Si](CCOCN1C=NC(=C1)C1=CC=CC=C1)(C)C